FC(C=1N=C2N(CCN(C2)C(=O)[C@@H]2CC23CCN(CC3)C(=O)OC(C(F)(F)F)C(F)(F)F)C1)(F)F |r| 1,1,1,3,3,3-hexafluoropropan-2-yl (±)-1-(2-(trifluoromethyl)-5,6,7,8-tetrahydroimidazo[1,2-a]pyrazine-7-carbonyl)-6-azaspiro[2.5]octane-6-carboxylate